N-((3R,4S)-4-((2-(2,6-difluoro-3,5-dimethoxyphenyl)-4-(2,6-dimethylmorpholino)pyrido[3,4-d]pyrimidin-6-yl)amino)tetrahydrofuran-3-yl)acrylamide FC1=C(C(=C(C=C1OC)OC)F)C=1N=C(C2=C(N1)C=NC(=C2)N[C@H]2[C@H](COC2)NC(C=C)=O)N2CC(OC(C2)C)C